6-O-(3-cyclopentylpropionyl)-N-butyryl-glucosamine C1(CCCC1)CCC(=O)OC[C@@H]1[C@H]([C@@H]([C@H](C(O)O1)NC(CCC)=O)O)O